O1C(C1)C1CC2C(CC1)O2 1-oxiranyl-3,4-epoxycyclohexane